[B-](CN1CCCC1)(F)(F)F.[K+] Potassium trifluoro[(pyrrolidin-1-yl)methyl]borate